1-((1-methoxy-3,3-dimethylcyclohexyl)methyl)-5-methyl-4-(tributylstannyl)-1H-1,2,3-triazole COC1(CC(CCC1)(C)C)CN1N=NC(=C1C)[Sn](CCCC)(CCCC)CCCC